C(C)OC(=C)C=1C(=CC=2N(C1)C=CN2)OC 6-(1-ethoxyvinyl)-7-methoxyimidazo[1,2-a]pyridine